C1(=CC=C(C=C1)C[C@H]1C[C@@H](NC1)C(=O)N[C@H](C(=O)N[C@H]1CCC2=NC(=CC=C21)N)C)C2=CC=CC=C2 (2R,4S)-4-([1,1'-biphenyl]-4-ylmethyl)-N-((S)-1-(((S)-2-amino-6,7-dihydro-5H-cyclopenta[b]pyridin-5-yl)amino)-1-oxopropan-2-yl)pyrrolidine-2-carboxamide